7-((2R,3R,4S,5R)-5-((R)-bicyclo[4.2.0]octa-1(6),2,4-trien-3-yl(hydroxy)methyl)-3,4-dihydroxytetrahydrofuran-2-yl)-3,7-dihydro-4H-pyrrolo[2,3-d]pyrimidin-4-one O-ethyl oxime C(C)ON=C1C2=C(N=CN1)N(C=C2)[C@@H]2O[C@@H]([C@H]([C@H]2O)O)[C@H](O)C2=CC=1CCC1C=C2